C(N)(SCCSC(N)=S)=S ethylene bisdithiocarbamate